OC1=C(C=CC=C1)CCCC(=O)N 4-(2-hydroxyphenyl)butanamide